4-(3-oxobutyl)phenol glutarate C(CCCC(=O)O)(=O)O.O=C(CCC1=CC=C(C=C1)O)C